COC1=CC=C(C=C1)C=1NC(=C(N1)C1=CC=C(C=C1)OC)C1=CC=CC=C1 2,4-di(p-methoxyphenyl)-5-phenyl-imidazole